2-((1S,2R)-2-amino-4,4-difluorocyclohexyl)-3-bromo-5-chloro-N-(thiophen-2-ylmethyl)thieno[3,2-b]pyridin-7-amine hydrochloride Cl.N[C@H]1[C@H](CCC(C1)(F)F)C1=C(C2=NC(=CC(=C2S1)NCC=1SC=CC1)Cl)Br